4-(2,2-dimethylpiperazine-1-carbonyl)pyrimidine 1-oxide CC1(N(CCNC1)C(=O)C1=NC=[N+](C=C1)[O-])C